C(C1=CC=CC=C1)N1C(C=C(C=C1)NC1=NC(=NC=C1)C=O)=O 4-[(1-benzyl-2-oxo-4-pyridyl)amino]pyrimidine-2-carbaldehyde